C(C1=CC=CC=C1)COC1=CC=C(C=C1)OCCC1=CC=CC=C1 1,4-dibenzylmethoxybenzene